FC1=CC=C(C=C1)C=1C(=C(C(=NC1OC)C)C(=O)N)O 5-(4-fluorophenyl)-4-hydroxy-6-methoxy-2-methylpyridine-3-carboxamide